4-amino-6-(1-hydroxyethyl)-N-(4-(methoxymethyl)phenyl)-7-(1-methylcyclopropyl)-7H-pyrrolo[2,3-d]pyrimidine-5-carboxamide NC=1C2=C(N=CN1)N(C(=C2C(=O)NC2=CC=C(C=C2)COC)C(C)O)C2(CC2)C